2-Iminothiolane N=C1SCCC1